S(=O)(=O)(O)CCCCN1CC=CC=C1 N-(4-sulfobutyl)pyridine